FC(C1=CC=C(C=C1)CN(C(C(N)=O)=O)CC=1C=NC(=CC1)C(F)(F)F)(F)F N'-[[4-(trifluoromethyl)phenyl]methyl]-N'-[[6-(trifluoromethyl)-3-pyridyl]methyl]oxamide